C1(CC1)C1=NC(=CC2=C1N=C(N=C2)N[C@@H]2COCC[C@@H]2NC(C=C)=O)C2=C(C(=CC(=C2F)OC)OC)F N-((3S,4S)-3-((8-cyclopropyl-6-(2,6-difluoro-3,5-dimethoxyphenyl)pyrido[3,4-d]pyrimidin-2-yl)amino)tetrahydro-2H-pyran-4-yl)acrylamide